4-[2-isopropoxyethyl-[4-(5,6,7,8-tetrahydro-1,8-naphthyridin-2-yl)butyl]amino]-2-[[2-methylazetidine-1-carbonyl]amino]butanoic acid C(C)(C)OCCN(CCC(C(=O)O)NC(=O)N1C(CC1)C)CCCCC1=NC=2NCCCC2C=C1